5-iodobenzo[d][1,3]dioxole IC1=CC2=C(OCO2)C=C1